(2-methylpyrimidin-5-yl)propan-1-amine hydrochloride Cl.CC1=NC=C(C=N1)C(CC)N